FC1(C[C@@H](N(C1)C1CCN(CC1)C1CC2(C1)CN(CC2)C(=O)OCC)CO)F ethyl cis-2-[4-[(2R)-4,4-difluoro-2-(hydroxymethyl)-1-pyrrolidinyl]piperidin-1-yl]-6-azaspiro[3.4]octane-6-carboxylate